(Z)-S-(2-(N-((4-amino-2-methylpyrimidin-5-yl)methyl)formamido)-5-(phosphonooxy)pent-2-en-3-yl)2-iodobenzothioate NC1=NC(=NC=C1CN(C=O)C(C)=C(CCOP(=O)(O)O)\S=C(\C1=C(C=CC=C1)I)/[O-])C